FC(OC=1C(=CC(=C(C1)N[C@@H]1CN(CC1)CCCF)F)C1N([C@@H](CC2=C1NC1=C(C=CC=C21)F)C)CC2(COC2)F)F (S)-N-(5-(difluoromethoxy)-2-fluoro-4-((3R)-8-fluoro-2-((3-fluorooxetan-3-yl)methyl)-3-methyl-2,3,4,9-tetrahydro-1H-pyrido[3,4-b]indol-1-yl)phenyl)-1-(3-fluoropropyl)pyrrolidin-3-amine